OC(CCCCCCCCCCCCCCCCCCCCC(=O)O)CC 22-Hydroxy-tetracosanoic acid